8-ethyl-5-fluoro-3,3-dimethyl-3,4-dihydroquinoxalin-2(1H)-one C(C)C=1C=CC(=C2NC(C(NC12)=O)(C)C)F